C(C)[C@@H]1CC[C@H](N(C1)C(C(=O)NC=1C=NC=C(C1)C)=O)C1=CC=CC=C1 2-[(2S,5R)-5-ethyl-2-phenyl-1-piperidyl]-N-(5-methyl-3-pyridyl)-2-oxo-acetamide